1-(4-fluorophenyl)-6-((1-methyl-1H-pyrazol-4-yl)sulfonyl)-4,4a,5,6,7,8-hexahydro-1H-pyrazolo[3,4-g]isoquinolin FC1=CC=C(C=C1)N1N=CC2=C1C=C1CCN(CC1C2)S(=O)(=O)C=2C=NN(C2)C